2-{[4-(3-methyl-1H-indazol-5-yl)-1-oxo-6-{[(pyridin-4-yl)methyl]amino}-2,3-dihydro-1H-isoindol-2-yl]methyl}prop-2-enamide CC1=NNC2=CC=C(C=C12)C1=C2CN(C(C2=CC(=C1)NCC1=CC=NC=C1)=O)CC(C(=O)N)=C